CC([C@H](C(=O)N1CCC2(CC1)C(CN(C(C2)=O)C)C2=CC=CC=C2)NC(C2=NC=CC(=C2)C(F)(F)F)=O)C N-((2R)-3-methyl-1-(9-methyl-10-oxo-7-phenyl-3,9-diazaspiro[5.5]-undecan-3-yl)-1-oxobutan-2-yl)-4-(trifluoromethyl)picolinamide